(S,E)-3-((3-(3-(2-(4-(dimethylamino)-N-methylbut-2-enamido)propanamido)propoxy)phenyl)amino)-6-ethyl-5-(2-fluorophenyl)pyrazine-2-carboxamide CN(C/C=C/C(=O)N(C)[C@H](C(=O)NCCCOC=1C=C(C=CC1)NC=1C(=NC(=C(N1)C1=C(C=CC=C1)F)CC)C(=O)N)C)C